C(#N)C=1C=C(COC=2C(=C3CCCC3=C(C2)OCC=2C(=C(C=CC2)C2=CC=CC=C2)C)CN2CC3(CC3)C[C@H]2C(=O)O)C=CC1 (S)-5-((5-((3-cyanobenzyl)oxy)-7-((2-methyl-[1,1'-biphenyl]-3-yl)methoxy)-2,3-dihydro-1H-inden-4-yl)methyl)-5-azaspiro[2.4]heptane-6-carboxylic acid